O=C1NC(CCC1N1C(C2=CC=C(C=C2C1=O)N1CC(C1)CN1CCN(CC1)C1=CC=C(C=C1)NC=1N=C(N=NC1C(=O)N)N1CCCCC1)=O)=O 5-((4-(4-((1-(2-(2,6-dioxopiperidin-3-yl)-1,3-dioxoisoindolin-5-yl)azetidin-3-yl)methyl)piperazin-1-yl)phenyl)amino)-3-(piperidin-1-yl)-1,2,4-triazine-6-carboxamide